NC=1SC=C(N1)C(C)NC(C1=C(C=CC(=C1)NC(C(C)C)=O)OCC)=O N-(1-(2-aminothiazol-4-yl)ethyl)-2-ethoxy-5-isobutyrylaminobenzamide